2-[2-[2-(5-bromo-2-methyl-pyrazol-3-yl)ethoxy]ethoxy]-6-chloro-pyridine BrC=1C=C(N(N1)C)CCOCCOC1=NC(=CC=C1)Cl